6-(4-((2R)-6,6-Dimethyl-4-(3-oxo-4-(trifluoromethyl)-3,5,6,7-tetrahydro-2H-cyclopenta[c]pyridazin-7-yl)morpholine-2-carbonyl)piperazin-1-yl)nicotinonitrile CC1(O[C@H](CN(C1)C1CCC=2C1=NNC(C2C(F)(F)F)=O)C(=O)N2CCN(CC2)C2=NC=C(C#N)C=C2)C